(S)- or (R)-4-[(2-{5-[3-chloro-6-(difluoromethoxy)-2-fluorophenyl]-1-oxidopyridin-2-yl}-3-cyclopentylpropanoyl)amino]benzoic acid ClC=1C(=C(C(=CC1)OC(F)F)C=1C=CC(=[N+](C1)[O-])[C@@H](C(=O)NC1=CC=C(C(=O)O)C=C1)CC1CCCC1)F |o1:18|